tertiary butyl alcohol sodium [Na].C(C)(C)(C)O